FC(OC(C)C1=C(C=CC(=C1)F)C(C)O)F 1-(2-(1-(difluoromethoxy)ethyl)-4-fluorophenyl)ethan-1-ol